Cl.N1=CC(=CC=C1)C1=NC=CC=C1S(=O)(=O)N pyridin-3-ylpyridine-3-sulfonamide hydrochloride